OC(=O)CCCCCCCCC.OC(=O)CCCCCCCCC.N1=C(C)C(O)=C(CO)C(CO)=C1 pyridoxine dicaprate